trans-hydantoin N1C(=O)NC(=O)C1